tert-butyl (2R,4R)-4-(3-(3-bromo-2-methylphenoxy)propyl)-2-methylpiperidine-1-carboxylate BrC=1C(=C(OCCC[C@H]2C[C@H](N(CC2)C(=O)OC(C)(C)C)C)C=CC1)C